6-(Cyclopropanecarboxamido)-4-((3-(2,2-difluoroethyl)-7-methyl-4-oxo-4,7-dihydro-3H-pyrrolo[2,3-d]pyrimidin-5-yl)amino)-N-(methyl-d3)nicotinamide C1(CC1)C(=O)NC1=NC=C(C(=O)NC([2H])([2H])[2H])C(=C1)NC1=CN(C=2N=CN(C(C21)=O)CC(F)F)C